FC(N1C(=NC2=C(C=C(C=C2C1=O)C)[C@H](C)NC1=C(C(=O)O)C=CC=C1)N1CCOCC1)F 2-[[(1S)-1-[3-(difluoromethyl)-6-methyl-2-morpholino-4-oxo-quinazolin-8-yl]ethyl]amino]benzoic acid